Cl.N(C(=O)N)C=1C=C(N)C=CC1 m-ureidoaniline hydrochloride